CC1=NC=2N(C(N(C)C(C2N1)=O)=O)C 8-Methyltheophylline